nickel iron carbonate C([O-])([O-])=O.[Fe+2].[Ni+2].C([O-])([O-])=O